4-(3-ethyl-4-{[2-(trifluoromethyl)phenyl]methoxy}phenyl)-2H,4H,5H,6H,7H-pyrazolo[3,4-b]pyridin-6-one C(C)C=1C=C(C=CC1OCC1=C(C=CC=C1)C(F)(F)F)C1C=2C(NC(C1)=O)=NNC2